N1=C(C(=CC=C1)C(=O)O)C1=NC=CC=C1 bipyridinic acid